(2-(9H-carbazol-9-yl)phenyl)boric acid C1=CC=CC=2C3=CC=CC=C3N(C12)C1=C(C=CC=C1)OB(O)O